2-((2-Bromo-4-fluorophenyl)amino)-5-(trifluoromethyl)benzoic acid BrC1=C(C=CC(=C1)F)NC1=C(C(=O)O)C=C(C=C1)C(F)(F)F